(E)-2-(2-sulfamoyl-vinyl)azetidine-1-carboxylic acid tert-butyl ester C(C)(C)(C)OC(=O)N1C(CC1)\C=C\S(N)(=O)=O